P(=O)(O)(O)COC(CN1C(=O)N=C(N)C=C1)CO 1-(2-phosphomethoxy-3-hydroxypropyl)-cytosine